5-[[2-[(2R)-2-[3-(methylamino)phenyl]-piperidyl]-2-oxo-acetyl]amino]pyridine-3-carboxamide CNC=1C=C(C=CC1)[C@@H]1N(CCCC1)C(C(=O)NC=1C=C(C=NC1)C(=O)N)=O